CN1CCC(CC1)S(=O)(=O)C1=CC(=C(C=C1)[N+](=O)[O-])C 1-Methyl-4-(3-methyl-4-nitro-phenyl)sulfonyl-piperidine